O=C1NC(CCC1N1C(C2=CC(=C(C=C2C1)N1CCC(CC1)C=O)F)=O)=O 1-(2-(2,6-dioxopiperidin-3-yl)-6-fluoro-1-oxoisoindolin-5-yl)piperidine-4-carboxaldehyde